FC=1C(=NN(C1)C(C)C)[S@@](=O)(N)=NC(NC1=C2C(=NC(=C1C)C(F)(F)F)CCC2)=O (R)-4-fluoro-1-isopropyl-N'-((3-methyl-2-(trifluoromethyl)-6,7-dihydro-5H-cyclopenta[b]pyridin-4-yl)carbamoyl)-1H-pyrazole-3-sulfonimidamide